C1(=CC=C(C=C1)C(=O)[O-])C1=CC=C(C=C1)C1=CC=C(C=C1)C(=O)[O-] [1,1':4',1''-terphenyl]-4,4''-dicarboxylate